benzyl 4-(2-methoxy-2-oxo-ethylidene)piperidine-1-carboxylate COC(C=C1CCN(CC1)C(=O)OCC1=CC=CC=C1)=O